ClCC(=O)OCCC1=C(C(=O)[O-])C=CC=C1 2-[(2-chloroacetoxy)ethyl]benzoate